5,24-stigmastanediol CC[C@](CC[C@@H](C)[C@H]1CC[C@H]2[C@@H]3CCC4(CCCC[C@]4(C)[C@H]3CC[C@]12C)O)(C(C)C)O